COC12COP(OC1)OC2 4-methoxy-1-phospha-2,6,7-trioxabicyclo[2.2.2]-octan